ClC1=CC=C(C=C1)C(NC(=O)[C@@H]1CNC([C@H]1C)=O)C1=CC=C(C=C1)Cl (3S,4S)-N-(bis(4-chlorophenyl)methyl)-4-methyl-5-oxopyrrolidine-3-carboxamide